5-(3-carboxyl-phenyl)pyridine-2-carboxylic acid C(=O)(O)C=1C=C(C=CC1)C=1C=CC(=NC1)C(=O)O